4-Acryloylethoxy-2-hydroxybenzophenon C(C=C)(=O)CCOC1=CC(=C(C(=O)C2=CC=CC=C2)C=C1)O